FC1=C(CN2C(C3=NC=CC=C3C2=O)([2H])[2H])C(=CC(=C1)C1=C2C=NN(C2=CC=C1)C)F 6-(2,6-difluoro-4-(1-methyl-1H-indazol-4-yl)benzyl)-6,7-dihydro-5H-pyrrolo[3,4-b]pyridin-5-one-7,7-d2